2-amino-N-(4-hydroxy-bicyclo[2.2.2]oct-1-yl)-5-(4-((1R,5S)-3-(tetrahydro-2H-pyran-4-yl)-3-azabicyclo[3.1.0]hex-1-yl)phenyl)nicotinamide NC1=C(C(=O)NC23CCC(CC2)(CC3)O)C=C(C=N1)C1=CC=C(C=C1)[C@@]13CN(C[C@H]3C1)C1CCOCC1